C(C1=CC=CC=C1)OC(NC1(CC1)C(F)(F)F)=O Benzyl(1-(trifluoromethyl)cyclopropyl)carbamate